5,6-dioctyloxy-4,7-bis(5-trimethylstannyl-thienyl)-benzothiadiazole C(CCCCCCC)OC=1C(=C(C2=C(N=NS2)C1C=1SC(=CC1)[Sn](C)(C)C)C=1SC(=CC1)[Sn](C)(C)C)OCCCCCCCC